NCC=1C=CC(=C(C(=O)OC)C1)C=C methyl 5-(aminomethyl)-2-vinylbenzoate